ethyl (Z)-4-phenyl-2-fluoro-4-(p-methoxybenzenesulfonyl)-2-butenoate C1(=CC=CC=C1)C(\C=C(\C(=O)OCC)/F)S(=O)(=O)C1=CC=C(C=C1)OC